3-[6-[3-[4-[(3R,5R)-5-[(5-chloro-1-methyl-6-oxo-pyridazin-4-yl)amino]-1-methyl-3-piperidyl]benzoyl]-3,9-diazaspiro[5.5]undecan-9-yl]-1-isoquinolyl]piperidine-2,6-dione ClC1=C(C=NN(C1=O)C)N[C@@H]1C[C@@H](CN(C1)C)C1=CC=C(C(=O)N2CCC3(CC2)CCN(CC3)C=3C=C2C=CN=C(C2=CC3)C3C(NC(CC3)=O)=O)C=C1